7-fluoro-2-({5-[5-(trifluoromethyl)-1,2,4-oxadiazol-3-yl]pyridin-2-yl}methoxy)quinoline FC1=CC=C2C=CC(=NC2=C1)OCC1=NC=C(C=C1)C1=NOC(=N1)C(F)(F)F